Dicyclohexyl[3-(1-methylethoxy)-2',4',6'-tris(1-methylethyl)[1,1'-biphenyl]-2-yl]phosphine C1(CCCCC1)P(C1=C(C=CC=C1OC(C)C)C1=C(C=C(C=C1C(C)C)C(C)C)C(C)C)C1CCCCC1